N-(6-(methylamino)spiro[3.3]heptan-2-yl)methanesulfonamide CNC1CC2(CC(C2)NS(=O)(=O)C)C1